diaminostilbene-2,2'-disulfonic acid NC(=C(C=1C(=CC=CC1)S(=O)(=O)O)N)C=1C(=CC=CC1)S(=O)(=O)O